O.P(=O)(O)(O)[O-].[Na+] sodium dihydrogenphosphate, monohydrate